ls-1,4-dibromomethylbenzene BrCC1=CC=C(C=C1)CBr